(S)-N,N-dimethyl-alpha-[2-(1-naphthyloxy)ethyl]benzyl-amine CN(C)[C@H](C1=CC=CC=C1)CCOC1=CC=CC2=CC=CC=C12